N1(CCCCC1)CC1=CNC=2C=CC=C(C12)O 3-(Piperidin-1-ylmethyl)-1H-indol-4-ol